CC1(C2(OCCO2)CCC2(C1)OCCC2=C)C 6,6-dimethyl-12-methylene-1,4,9-trioxadispiro[4.2.4.2]Tetradecane